(2R,5S)-2-(1-(4-bromophenyl)-3-(6-fluoropyridin-3-yl)-1H-pyrazol-4-yl)-5-methyl-3-(2-(2-oxoindol-5-yl)ethyl)oxazolidin-4-one BrC1=CC=C(C=C1)N1N=C(C(=C1)[C@H]1O[C@H](C(N1CCC1=CC2=CC(N=C2C=C1)=O)=O)C)C=1C=NC(=CC1)F